N1(CCC1)C=1OC2=C(N1)C=C(C(=C2)Br)OC 2-(azetidin-1-yl)-6-bromo-5-methoxybenzo[d]Oxazole